BrC=1C=C(N(N1)C)C(=O)OC methyl 5-bromo-2-methylpyrazole-3-carboxylate